OC=1C=C(C(=O)OCC(COC(C2=CC(=C(C(=C2)O)O)O)=O)COC(C2=CC(=C(C(=C2)O)O)O)=O)C=C(C1O)O [3-(3,4,5-trihydroxybenzoyl)oxy-2-[(3,4,5-trihydroxybenzoyl)oxymethyl]propyl]3,4,5-trihydroxybenzoate